tert-butyl (2S)-2-[4-[methoxy(methyl)carbamoyl]-1,3-thiazol-2-yl]pyrrolidine-1-carboxylate CON(C(=O)C=1N=C(SC1)[C@H]1N(CCC1)C(=O)OC(C)(C)C)C